C1S(S1(=O)=O)(=O)=O α,α-methylenedisulfone